C(N)(OCO)=O methylol carbamate